O1CCOC2=NC=C(C=C21)S(=O)(=O)C2NCC1=C2CNC1 [2H,3H-[1,4]dioxino[2,3-b]pyridine-7-sulfonyl]-1H,2H,3H,4H,5H,6H-pyrrolo[3,4-c]pyrrole